C(#N)C=1C=C(C=CC1)C=1N=C(SC1C1=CC(=NC(=C1)C)C)NC(=O)N1[C@H](CC1)C(C)(C)O (2R)-N-[4-(3-cyanophenyl)-5-(2,6-dimethyl-4-pyridyl)thiazol-2-yl]-2-(1-hydroxy-1-methylethyl)azetidine-1-carboxamide